CC1=CCC(CC1)C(C)(C)CC(=O)O.C=1(C(=CC=CC1)CC(=O)O)C=1C(=CC=CC1)C1=CC=CC=C1 TERPhENYL-ACETATE (2-(4-methyl cyclohex-3-en-1-yl)propan-2-yl acetate)